CC=1C(=CC=2C([C@@H]([C@H](C(C2C1)(C)C)C)C)(C)C)C=O |r| (6RS,7RS)-3,5,5,6,7,8,8-heptamethyl-5,6,7,8-tetrahydro-2-naphthalenecarbaldehyde